OC1=NN2C(N=CC=C2)=C1C(=O)N hydroxypyrazolo[1,5-a]pyrimidine-3-carboxamide